C(C)(C)C1(C(OCOC1)=O)CCC(C)C 3-isopropyl-3-isopentyl-1,5-dioxanone